FC(C1=CC=C(C=N1)S)(F)F 6-(Trifluoromethyl)pyridine-3-thiol